COC(C1=CC(=C(C(=C1)[N+](=O)[O-])NC1CC1)OC(F)F)=O 4-(cyclopropylamino)-3-(difluoromethoxy)-5-nitrobenzoic acid methyl ester